O(C1=CC=CC=C1)C=1C(NC=NC1)=O 5-PHENOXY-3H-PYRIMIDIN-4-ON